tert-butyl 4-(2-(4-((1S,2R)-1-(2-cyanophenyl)-2-(5-hydroxy-4-(isoxazol-4-ylcarbamoyl)-1-methyl-6-oxo-1,6-dihydropyrimidin-2-yl)propyl)-1H-pyrazol-1-yl)ethyl)piperazine-1-carboxylate C(#N)C1=C(C=CC=C1)[C@H]([C@@H](C)C=1N(C(C(=C(N1)C(NC=1C=NOC1)=O)O)=O)C)C=1C=NN(C1)CCN1CCN(CC1)C(=O)OC(C)(C)C